CN1C(C=C(C2=CC=CC=C12)C(=O)N)=O methyl-2-oxo-1H-quinoline-4-carboxamide